The molecule is a lysine derivative in which the alpha-amino nitrogen of the amino acid has entered into amide formation with hippuric acid. C1=CC=C(C=C1)C(=O)NCC(=O)NC(CCCCNCC(=O)O)C(=O)O